tert-Butyl 3-(2-fluoro-4-(4,4,5,5-tetramethyl-1,3,2-dioxaborolan-2-yl)phenyl)morpholine-4-carboxylate FC1=C(C=CC(=C1)B1OC(C(O1)(C)C)(C)C)C1N(CCOC1)C(=O)OC(C)(C)C